dithio-dibutyric anhydride C1(CCCSSCCCC(=O)O1)=O